2-(4-bromophenyl)-1-(4-((5R,7R)-7-hydroxy-5-methyl-6,7-dihydro-5H-cyclopenta[d]pyrimidin-4-yl)piperazin-1-yl)-3-(isopropylamino)propan-1-one BrC1=CC=C(C=C1)C(C(=O)N1CCN(CC1)C=1C2=C(N=CN1)[C@@H](C[C@H]2C)O)CNC(C)C